C(C)OC(\C=C/CNC=1C=C2CCCC2=CC1I)=O.ClC=1C=C(C=C(C1)Cl)S(=O)(=O)NC1=CC=C(C=C1)S(NC1=C(C(=CC=C1)Br)C#N)(=O)=O 3,5-dichloro-N-(4-(N-(2-cyano-3-bromophenyl)sulfamoyl)phenyl)benzenesulfonamide ethyl-(Z)-4-((6-iodo-2,3-dihydro-1H-inden-5-yl)amino)but-2-enoate